N1=CC=C(C=C1)CC1CN(C1)C(=O)OC(C)(C)C tert-butyl 3-(4-pyridylmethyl)azetidine-1-carboxylate